(s)-3-hydroxypyrrolidine hydrochloride Cl.O[C@@H]1CNCC1